4-fluoropiperidine-1-carboxylic acid benzyl ester C(C1=CC=CC=C1)OC(=O)N1CCC(CC1)F